C(=O)(OC(C)(C)C)NNC(C(=O)O)(CCC1=CC=CC=C1)C 2-(2-Boc-hydrazino)-2-methyl-4-phenylbutyric acid